[Cl-].OC(C)N1CCOCC1 1-hydroxy-ethylmorpholine chloride